NCCN1C(=CC(=C1)Br)C(=O)OC Methyl 1-(2-aminoethyl)-4-bromo-1H-pyrrole-2-carboxylate